C(C)(C)NC(CN1CCN(CC1)C1=CC(=C2C(=N1)C(=CS2)C(=O)N(C)C)C(F)(F)F)=O 5-(4-(2-(isopropylamino)-2-oxoethyl)piperazin-1-yl)-N,N-dimethyl-7-(trifluoromethyl)thieno[3,2-b]pyridine-3-carboxamide